tert-Butyl-4-(5-((S)-1-(((S)-tert-butylsulfinyl)amino)-1-(4-fluorophenyl)-ethyl)pyrimidin-2-yl)piperazine-1-carboxylate C(C)(C)(C)OC(=O)N1CCN(CC1)C1=NC=C(C=N1)[C@](C)(C1=CC=C(C=C1)F)N[S@@](=O)C(C)(C)C